C(C=C)N(CCNC(OC(C)(C)C)=O)C(C)C1=C(C(=CC=C1)Cl)F tert-butyl N-[2-[allyl-[1-(3-chloro-2-fluoro-phenyl)ethyl]amino]ethyl]carbamate